C([C@H](O)C)(=O)[O-].[Mg+2].C([C@H](O)C)(=O)[O-] magnesium D-lactate salt